COC(CC1=CC(=C(C(=C1)Cl)CC1=CC(=C(C=C1)O)C(C)C)Cl)=O.C(C)(C)(C)C=1C(=C(C=C(C1)C)SC1=C(C(=CC(=C1)C)C(C)(C)C)O)O 3-tert-butyl-2-hydroxy-5-methylphenylsulfid methyl-2-(3,5-dichloro-4-(4-hydroxy-3-isopropylbenzyl)phenyl)acetate